C(C=CC=CCCCCC)(=O)OCC ethyl decdienoate